NC1=C2C(=NC=N1)N(N=C2I)CCCCNC(OCCCC)=O butyl (4-(4-amino-3-iodo-1H-pyrazolo[3,4-d]pyrimidin-1-yl)butyl)carbamate